BrC=1C(=CC(=NC1C)N)COC1CCCC1 5-bromo-4-(cyclopentoxymethyl)-6-methyl-pyridin-2-amine